Azaindene N1C=CC2=CC=CC=C12